4,4-dihydroxy-biphenyl OC1(CC=C(C=C1)C1=CC=CC=C1)O